8-methyl-6-[1-(tetrahydro-pyran-4-yl)-ethoxy]-2-(4-trifluoromethyl-pyridin-2-yl)-3H-quinazolin-4-one CC=1C=C(C=C2C(NC(=NC12)C1=NC=CC(=C1)C(F)(F)F)=O)OC(C)C1CCOCC1